FC(CO)(S(=O)(=O)C=1N=C2N(N1)[C@@H](C[C@@H]2F)C2=CC=CC=C2)F 2,2-Difluoro-2-[[(5s,7s)-7-fluoro-5-phenyl-6,7-dihydro-5H-pyrrolo[1,2-b][1,2,4]triazol-2-yl]sulfonyl]ethanol